5-(5-(4-chlorophenyl)-6,7-dihydro-5H-pyrrolo[2,1-c][1,2,4]triazol-3-yl)-3-methyl-1H-pyrazolo[3,4-b]pyridine ClC1=CC=C(C=C1)C1CCC2=NN=C(N21)C=2C=C1C(=NC2)NN=C1C